NC=1C(=NC=C(C1)C(F)(F)F)C=O 3-AMINO-5-(TRIFLUOROMETHYL)PICOLINALDEHYDE